CS(=O)(=O)C=1C=C(C(=O)NC2=CC=C(C=C2)N2C3=C(NC(CC2=O)=O)C2=CC=CC=C2C=C3)C=CC1 5-[4-(3-methanesulfonyl-benzoylamino)phenyl]-1H-naphtho[1,2-B][1,4]diazepine-2,4(3H,5h)-dione